tert-Butyl-4-(4-((4-(1-(but-3-en-1-yl)-1H-pyrazol-4-yl)-7H-pyrrolo[2,3-d]pyrimidin-2-yl)amino)phenyl)piperidine-1-carboxylate C(C)(C)(C)OC(=O)N1CCC(CC1)C1=CC=C(C=C1)NC=1N=C(C2=C(N1)NC=C2)C=2C=NN(C2)CCC=C